2-(4-((2R,4s,6S)-2-(2-hydroxypropan-2-yl)-7-((5-methoxy-7-methyl-1H-indol-4-yl)methyl)-7-azaspiro[3.5]nonan-6-yl)phenyl)propan-2-ol OC(C)(C)C1CC2(C1)C[C@H](N(CC2)CC2=C1C=CNC1=C(C=C2OC)C)C2=CC=C(C=C2)C(C)(C)O